ClC1=NC=CC(=N1)N1CCCC1 2-chloro-4-(pyrrolidine-1-yl)pyrimidine